Nonan-2-ylmethylsulfonate CC(CCCCCCC)OS(=O)(=O)C